2-(4-cyclopropyl-6-methoxypyrimidin-5-yl)-8-(3-(4-(trifluoromethyl)-1H-imidazol-2-yl)prop-2-yn-1-yl)pyrido[2,3-d]pyrimidin-7(8H)-one C1(CC1)C1=NC=NC(=C1C=1N=CC2=C(N1)N(C(C=C2)=O)CC#CC=2NC=C(N2)C(F)(F)F)OC